1,3,5-tris(4-hydroxybutyl)isocyanuric acid OCCCCN1C(=O)N(C(=O)N(C1=O)CCCCO)CCCCO